BrC1=C(C=C2NC(C(N(C2=C1)C1=C(C=CC=C1)C(C)C)=O)=O)Cl 7-bromo-6-chloro-1-(2-isopropylphenyl)quinoxaline-2,3(1H,4H)-dione